Tris(p-anisyl)phosphine C(C1=CC=C(C=C1)OC)P(CC1=CC=C(C=C1)OC)CC1=CC=C(C=C1)OC